isopropyl (R)-1-((4'-(1,1,1,3,3,3-hexafluoro-2-hydroxypropan-2-yl)-2-methyl-[1,1'-biphenyl]-4-yl)methyl)-4-(pyridin-4-ylmethyl)piperazine-2-carboxylate FC(C(C(F)(F)F)(O)C1=CC=C(C=C1)C1=C(C=C(C=C1)CN1[C@H](CN(CC1)CC1=CC=NC=C1)C(=O)OC(C)C)C)(F)F